CN(C(=O)C1=NN(C=N1)C1=CC=CC=C1)C1=CC=C(C=C1)C N-methyl-1-phenyl-N-(p-tolyl)-1H-1,2,4-triazole-3-carboxamide